ClC=1N=CC=C2C=NN(B(C12)O)C1=CC(=CC=C1)F 8-chloro-2-(m-fluorophenyl)-1,2-dihydro-2,3,7-triaza-1-bora-1-naphthol